C(CCCCCCCCC)OC(CCCCC#N)OCCCCCCCCCC 6,6-bis(decyloxy)hexanenitrile